COC=1C=CC2=C(C(NS2(=O)=O)=O)C1 5-methoxy-1,1-dioxo-1,2-benzothiazol-3-one